C1(CC2C(CC1)O2)CC[SiH2]CCOCCOC (3,4-epoxycyclohexyl)ethyl-methoxyethoxyethylsilane